2-(tert-butylsulfanyl)-1-(4-(5-(trifluoromethyl)-1,2,4-oxadiazol-3-yl)phenyl)ethan-1-one C(C)(C)(C)SCC(=O)C1=CC=C(C=C1)C1=NOC(=N1)C(F)(F)F